potassium lauraldehyde phosphate P(=O)([O-])([O-])[O-].C(CCCCCCCCCCC)=O.[K+].[K+].[K+]